di-o-tolylethyl phosphate P(=O)(OCC(C1=C(C=CC=C1)C)C1=C(C=CC=C1)C)([O-])[O-]